2-cyanoethyl 4(S)-(4-cyano-2-methoxyphenyl)-5-oxo-1,4,5,6-tetrahydro-1,6-naphthyridine-3-carboxylate C(#N)C1=CC(=C(C=C1)[C@@H]1C(=CNC=2C=CNC(C12)=O)C(=O)OCCC#N)OC